P(=O)(OC1=C(C=CC=C1)CC(CCCC)CC)([O-])[O-] 2-(2-ethyl hexyl)phenyl phosphate